COC=1C=C(C=CC1)C=1N=C(SC1)C 3-Methoxy-phenyl-2-methyl-thiazole